(12S)-6-benzyloxy-19-methoxy-20-nitro-6-(trifluoromethyl)-22-oxa-3,4,16,21-tetrazatetracyclo[15.3.1.12,5.012,16]docosa-1(21),2,4,9,17,19-hexaene C(C1=CC=CC=C1)OC1(C2=NN=C(C=3C(=C(C=C(N4CCC[C@H]4CC=CCC1)N3)OC)[N+](=O)[O-])O2)C(F)(F)F